C(C)O[C@H]1C[C@@H](N(C1)C1CCN(CC1)C)C(=O)NC=1C=CC=C2C(=CNC12)C1=NC(=NC=C1C)NC=1C(=NN(C1)C)OC (2R,4S)-4-ethoxy-N-(3-(2-((3-meth-oxy-1-methyl-1H-pyrazol-4-yl)amino)-5-methylpyrimidin-4-yl)-1H-indol-7-yl)-1-(1-methylpiperidin-4-yl)pyrrolidine-2-carboxamide